pyridinesulfonic acid magnesium [Mg].N1=C(C=CC=C1)S(=O)(=O)O